N1=CC(=CC=C1)/C=C/C1=CC=C(C=C1)C1=CC(=NO1)C1=CC(=C(C=C1)Cl)Cl (E)-5-(4-(2-(3-pyridyl)vinyl)phenyl)-3-(3,4-dichlorophenyl)-isoxazole